BrC=1C=C(C=CC1)C1(CC(C1)=O)C1=NN=CN1C 3-(3-bromophenyl)-3-(4-methyl-4H-1,2,4-triazol-3-yl)cyclobutan-1-one